3-hydroxy-adenine ON1C=NC(=C2N=CN=C12)N